BrC1=NN=C(S1)NC(CSC=1NC(C2=C(N1)N(N=C2)C2=CC=CC=C2)=O)=O N-(5-bromo-1,3,4-thiadiazol-2-yl)-2-((4-oxo-1-phenyl-4,5-dihydro-1H-pyrazolo[3,4-d]pyrimidin-6-yl)thio)acetamide